N-(2-(1-(6,7-dimethoxyquinazolin-4-yl)piperidin-4-yl)propyl)sulfonamide COC=1C=C2C(=NC=NC2=CC1OC)N1CCC(CC1)C(CNS(=O)=O)C